N1CCC(CC1)CCN1CCC(CC1)N1C=CC2=C(C=CC=C12)N1C(NC(CC1)=O)=O 1-(1-(1-(2-(piperidin-4-yl)ethyl)piperidin-4-yl)-1H-indol-4-yl)dihydropyrimidine-2,4(1H,3H)-dione